FC1CN(CCC1OC=1C=C2C(=NC=NC2=CC1OC)NC1=C(C=CC(=C1)C=1OC=CC1)OC)C(C=C)=O 1-(3-fluoro-4-((4-((5-(furan-2-yl)-2-methoxyphenyl)amino)-7-methoxyquinazolin-6-yl)oxy)piperidin-1-yl)prop-2-en-1-one